O[C@H]1[C@H](O)[C@@H](O)[C@H](O)[C@H](O1)C(=O)OC Methyl β-D-glucuronate